strontium hafnium-iridium [Ir].[Hf].[Sr]